tert-butyl O4-tert-butyl-L-α-aspartylglycyl-N6-[(benzyloxy)carbonyl]-L-lysinate C(C)(C)(C)OC(C[C@H](N)C(=O)NCC(=O)N[C@@H](CCCCNC(=O)OCC1=CC=CC=C1)C(=O)OC(C)(C)C)=O